1-((2-amino-9-((2R,3S,4S,5R)-4-fluoro-3-hydroxy-5-(hydroxymethyl)tetrahydrofuran-2-yl)-6,8-dioxo-1,6,8,9-tetrahydro-7H-purin-7-yl)methyl)cyclopropane-1-carbonitrile NC=1NC(C=2N(C(N(C2N1)[C@@H]1O[C@@H]([C@H]([C@H]1O)F)CO)=O)CC1(CC1)C#N)=O